Tert-butyl 3-(2-chloro-4-fluoro-benzoyl)-3,8-diazabicyclo[3.2.1]octane-8-carboxylate ClC1=C(C(=O)N2CC3CCC(C2)N3C(=O)OC(C)(C)C)C=CC(=C1)F